FC=1C=C(C=C(C1)F)[C@@H]1CC=NN1C(=O)N1CC(C1)OC1=CC(=NC=C1F)C1=C(C=NN1C)NC(CC(C)C)=O (S)-N-(5-(4-((1-(5-(3,5-difluorophenyl)-4,5-dihydro-1H-pyrazole-1-carbonyl)azetidin-3-yl)oxy)-5-fluoropyridin-2-yl)-1-methyl-1H-pyrazol-4-yl)-3-methylbutanamide